6-(5-cyclobutyl-4H-1,2,4-triazol-3-yl)-2-azaspiro[3.3]heptane-2-carboxylic acid tert-butyl ester C(C)(C)(C)OC(=O)N1CC2(C1)CC(C2)C2=NN=C(N2)C2CCC2